[SiH3][SiH2][SiH2][SiH2][SiH2][SiH2][SiH2][SiH2][SiH2][SiH2][SiH2][SiH3] dodecasilane